BrC1=C(C=C(C=C1)C=1CCN(CC1)C(=O)OC(C)(C)C)F tert-butyl 4-(4-bromo-3-fluorophenyl)-3,6-dihydropyridin-1(2H)-carboxylate